ClC1=NC=2C(CCCC2C(=N1)Cl)C 2,4-dichloro-8-methyl-5,6,7,8-tetrahydroquinazoline